O=C1NC(CC[C@H]1NC(=O)[C@H]1CNC[C@@H]1C)=O |o1:6| (3R,4R)-rel-N-(2,6-dioxo-3-piperidinyl)-4-methyl-3-pyrrolidinecarboxamide